[6-[4-(trifluoromethyl)phenyl]-2-azaspiro[3.3]heptan-2-yl]methanone FC(C1=CC=C(C=C1)C1CC2(CN(C2)C=O)C1)(F)F